Cl.C1NCC2=CC=CC=C12 Isoindoline HCl